COC=1C=C(C(=O)NC)C=CC1NCC#CC=1N=C2N(C=CC=C2N[C@@H]2CCC=3N(C2)C=NN3)C1SC(F)(F)F (R)-3-methoxy-N-methyl-4-((3-(8-((5,6,7,8-tetrahydro-[1,2,4]triazolo[4,3-a]pyridin-6-yl)amino)-3-((trifluoromethyl)thio)imidazo[1,2-a]pyridin-2-yl)prop-2-yn-1-yl)amino)benzamide